rac-((3R,7aR)-3-(((tert-butyldiphenylsilyl)oxy)methyl)hexahydro-1H-pyrrolizin-7a-yl)methanol [Si](C1=CC=CC=C1)(C1=CC=CC=C1)(C(C)(C)C)OC[C@H]1CC[C@]2(CCCN12)CO |r|